((1-(6-(1-methyl-1H-pyrazol-4-yl)pyrazolo[1,5-a]pyrazin-4-yl)piperidin-4-yl)methyl)-5-(1-methylcyclopropyl)-1,2,4-oxadiazole-3-carboxamide CN1N=CC(=C1)C=1N=C(C=2N(C1)N=CC2)N2CCC(CC2)CNC(=O)C2=NOC(=N2)C2(CC2)C